ClC1=CC=C(C=C1)C(C(N1C=CC2=CC=C(C=C12)OC(F)(F)F)=O)NC=1C=C(OCCC(C(=O)OC(C)(C)C)C)C=C(C1)OC tert-butyl 4-(3-((1-(4-chlorophenyl)-2-oxo-2-(6-(trifluoromethoxy) indol-1-yl) ethyl) amino)-5-methoxyphenoxy)-2-methylbutanoate